(4-(1H-Imidazol-2-yl)piperidin-1-yl)(4'-(difluoromethyl)-[1,1'-biphenyl]-4-yl)methanon N1C(=NC=C1)C1CCN(CC1)C(=O)C1=CC=C(C=C1)C1=CC=C(C=C1)C(F)F